COC1=CC=C(CNC(NC2CC3(CN(C3)C(=O)C3CN(CCC3)C(=O)OC(C)(C)C)C2)=O)C=C1 tert-butyl 3-(6-(3-(4-methoxybenzyl)ureido)-2-azaspiro[3.3]heptane-2-carbonyl)piperidine-1-carboxylate